FC1CC(C1)N1C=CC(=CC1=O)O 1-((1r,3r)-3-fluorocyclobutyl)-4-hydroxy-6-oxo-1,6-dihydropyridine